ClC=1C=C(O[C@H]2C[C@H](NC2)C(=O)O)C=CC1 (2S,4S)-4-(3-chlorophenoxy)-proline